ClC1=C(C2=NC(=NC=3N([C@H]4CCOC[C@@H]4OC(=N1)C23)C)S(=O)(=O)C)F (7aR,11aS)-5-chloro-4-fluoro-12-methyl-2-(methylsulfonyl)-7a,8,10,11,11a,12-hexahydro-7,9-dioxa-1,3,6,12-tetraazapleiadene